FC1([C@H]2CC(C[C@@H]12)C(=O)N)F (1R,3s,5S)-6,6-difluorobicyclo[3.1.0]hexane-3-carboxamide